C(C)(=O)C(C1(C(O)O1)O)(O)C(C)=O Diacetyl-epoxyglycerol